C1(CC1)S(=O)(=O)N1N=CC(=C1)C1=NC=CC(=N1)NC1=NC=C(C(=C1)NC1CCC(CC1)CO)C#CC1CCN(CC1)S(=O)(=O)C1CC1 ((1s,4s)-4-((2-((2-(1-(Cyclopropylsulfonyl)-1H-pyrazol-4-yl)pyrimidin-4-yl)amino)-5-((1-(cyclopropylsulfonyl)piperidin-4-yl)ethynyl)pyridin-4-yl)amino)cyclohexyl)methanol